ClC=1C=C2C=C(NC2=CC1)CNC(N(C)[C@H]1CN(CCC1)C(=O)C1CC1)=O (R)-3-((5-chloro-1H-indol-2-yl)methyl)-1-(1-(cyclopropanecarbonyl)piperidin-3-yl)-1-methylurea